3-((R-1-(4-methyl-4H-1,2,4-triazol-3-yl)propan-2-yl)phenyl)-6-(trifluoromethyl)picolinamide CN1C(=NN=C1)C[C@@H](C)C1=C(C=CC=C1)C=1C(=NC(=CC1)C(F)(F)F)C(=O)N